4-(4-(4-fluorophenyl)-1-isopropyl-1H-imidazol-5-yl)-N-(6-(4-methylpiperazin-1-yl)pyridin-3-yl)thiazole-2-carboxamide FC1=CC=C(C=C1)C=1N=CN(C1C=1N=C(SC1)C(=O)NC=1C=NC(=CC1)N1CCN(CC1)C)C(C)C